(S)-6-(2-amino-3-cyclopropylpropyl)-7-bromo-2-chloro-N-(thiophen-2-ylmethyl)pyrrolo[2,1-f][1,2,4]triazin-4-amine N[C@H](CC=1C=C2C(=NC(=NN2C1Br)Cl)NCC=1SC=CC1)CC1CC1